N-(3-((3-(9H-purin-6-yl)pyridin-2-yl)amino)-4-methylphenyl)-2-(2-(trifluoromethyl)piperidin-4-yl)acetamide N1=CN=C2NC=NC2=C1C=1C(=NC=CC1)NC=1C=C(C=CC1C)NC(CC1CC(NCC1)C(F)(F)F)=O